N-(amino(2-(2-hydroxypropan-2-yl)thiazol-5-yl)(oxo)-λ6-sulfaneylidene)-2-(4-cyano-3-fluoro-2,6-diisopropylphenyl)acetamide NS(=NC(CC1=C(C(=C(C=C1C(C)C)C#N)F)C(C)C)=O)(=O)C1=CN=C(S1)C(C)(C)O